6-(9-chloro-1,10-phenanthroline-2-yl)9-methoxybenzofuro[3,2-b]pyridine ClC=1C=CC2=CC=C3C=CC(=NC3=C2N1)C1=CC=C(C2=C1OC=1C2=NC=CC1)OC